NC=1SC(=C(N1)C=1C=C(C#N)C=CC1)C=1C=C2C=NC=NC2=CC1 3-(2-amino-5-quinazolin-6-yl-thiazol-4-yl)benzonitrile